4-(3-chloro-4-(ethylaminocarbonyl)aminophenoxy)-7-methoxy-6-quinolinecarboxamide ClC=1C=C(OC2=CC=NC3=CC(=C(C=C23)C(=O)N)OC)C=CC1NC(=O)NCC